5-bromopyrrolo[1,2-b]pyridazine-7-carbaldehyde BrC=1C=C(N2N=CC=CC21)C=O